2-(2,6-dioxopiperidin-3-yl)-5-((6-(4-morpholinopiperidin-1-yl)-6-oxohexyl)amino)isoindoline-1,3-dione O=C1NC(CCC1N1C(C2=CC=C(C=C2C1=O)NCCCCCC(=O)N1CCC(CC1)N1CCOCC1)=O)=O